O[C@@H](C(=O)O)CC1=CC=C(C=C1)O (2R)-2-hydroxy-3-(4-hydroxybenzeneyl)propionic acid